FC1=C(C(=CC(=C1)CNC)F)C=1N=CC2=C(N1)C(=NN2)C2=CC=C(C=C2)C2N(CCC(C2)N)S(=O)(=O)C (4-(5-(2,6-Difluoro-4-((methylamino)methyl)phenyl)-1H-pyrazolo[4,3-d]pyrimidin-3-yl)phenyl)-1-(methylsulfonyl)piperidin-4-amine